C(C)(C)(C)OC(=O)N[C@H](C(=O)OC)C(C)(C)O methyl (S)-2-((tert-butoxycarbonyl) amino)-3-hydroxy-3-methylbutanoate